2-benzyloxyhex-5-enehydrazide C(C1=CC=CC=C1)OC(C(=O)NN)CCC=C